C(C)(C)(C)OC(N[C@@H](C)C1=CC=C(C=C1)C#N)=O.FC=1C(=C(C=CC1F)[C@H]1[C@@H](O[C@]([C@H]1C)(C(F)(F)F)C)C(=O)N)O (2r,3s,4s,5r)-3-(3,4-difluoro-2-hydroxy-phenyl)-4,5-dimethyl-5-(trifluoromethyl)tetrahydrofuran-2-carboxamide tert-butyl-N-[(1S)-1-(4-cyanophenyl)ethyl]carbamate